N-[3,4-Dichloro-1-(cyanomethoxy)-10-(1H-pyrazol-4-yl)-6,7,8,9-tetrahydropyrido[1,2-a]indol-7-yl]acetamide ClC1=CC(=C2C(=C3N(C2=C1Cl)CC(CC3)NC(C)=O)C=3C=NNC3)OCC#N